2-(5-chloropyridin-2-yl)-N-(1-(4-(2,6-dioxopiperidin-3-yl)-3,5-difluorophenyl)azetidin-3-yl)acetamide ClC=1C=CC(=NC1)CC(=O)NC1CN(C1)C1=CC(=C(C(=C1)F)C1C(NC(CC1)=O)=O)F